4-[(2-amino-3,5-dibromobenzyl)amino]adamantane-1-ol hydrochloride Cl.NC1=C(CNC2C3CC4(CC(CC2C4)C3)O)C=C(C=C1Br)Br